COC1=CC2=C(C=C(O2)C=2N=C3SC(=NN3C2)OC)C(=C1)OCC=1N=C(SC1)C1=CCC(CC1)C(=O)OC(C)(C)C tert-Butyl 4-(4-(((6-methoxy-2-(2-methoxyimidazo[2,1-b][1,3,4]thiadiazol-6-yl)benzofuran-4-yl)oxy)methyl)thiazol-2-yl)cyclohex-3-enecarboxylate